dimethyl-2-hydroxyethyl-3-octadecyloxypropylammonium bromide [Br-].C[N+](CCCOCCCCCCCCCCCCCCCCCC)(CCO)C